O[C@@H]1[C@H](CO[C@@H]([C@@H]1O)CO)N(C1=NC(=NC(=C1)OC)C#N)C 4-(((3S,4R,5R,6R)-4,5-dihydroxy-6-(hydroxymethyl)tetrahydro-2H-pyran-3-yl)(methyl)amino)-6-methoxypyrimidine-2-carbonitrile